ClC1=CC(=C(C=O)C=C1)C=1C=NN(C1)C 4-chloro-2-(1-methyl-1H-pyrazol-4-yl)benzaldehyde